2-(5-(4-Chlorophenyl)thiophen-2-yl)-N-(3-isopropoxypropyl)acetamid ClC1=CC=C(C=C1)C1=CC=C(S1)CC(=O)NCCCOC(C)C